[6-[(5-cyclopropylpyrazol-1-yl)methyl]-2-azaspiro[3.3]heptan-2-yl]-[6-(3-cyclopropyl-1,2,4-triazol-1-yl)-2-azaspiro[3.3]heptan-2-yl]methanone C1(CC1)C1=CC=NN1CC1CC2(CN(C2)C(=O)N2CC3(C2)CC(C3)N3N=C(N=C3)C3CC3)C1